BrC1=C2C(=C(C(=C(C2=C(C2=C(C(=C(C(=C12)[2H])[2H])[2H])[2H])C=1C2=CC=CC=C2C=2C=CC=CC2C1)[2H])[2H])[2H])[2H] 9-(10-bromoanthracen-9-yl-1,2,3,4,5,6,7,8-d8)phenanthrene